lead chloride cesium [Cs].[Pb](Cl)Cl